(9R)-9-(3-(4-chloro-2-fluoro-5-methylbenzyl)-1-cyclopropylureido)-N-methyl-3-oxo-2,7-diazaspiro[4.5]decane-7-carboxamide ClC1=CC(=C(CNC(N(C2CC2)[C@H]2CN(CC3(CC(NC3)=O)C2)C(=O)NC)=O)C=C1C)F